1-((2R,4S)-4-([1,1'-biphenyl]-4-yl)piperidine-2-carbonyl)-N-(5-chloro-2-(1H-tetrazol-1-yl)benzyl)azetidine-2-carboxamide trifluoroacetate FC(C(=O)O)(F)F.C1(=CC=C(C=C1)[C@@H]1C[C@@H](NCC1)C(=O)N1C(CC1)C(=O)NCC1=C(C=CC(=C1)Cl)N1N=NN=C1)C1=CC=CC=C1